(S)-tert-butyl(2-((7-(8-chloro-7-fluoronaphthalen-1-yl)-2-((1-methylpyrrolidin-2-yl)methoxy)-5,6,7,8-tetrahydropyrido[3,4-d]pyrimidin-4-yl)(methyl)amino)ethyl)carbamate C(C)(C)(C)OC(NCCN(C)C=1C2=C(N=C(N1)OC[C@H]1N(CCC1)C)CN(CC2)C2=CC=CC1=CC=C(C(=C21)Cl)F)=O